methyl 4-cyclopropylmethyl-3-oxo-3,4-dihydro-2H-benzo[b][1,4]thiazine-7-carboxylate C1(CC1)CN1C2=C(SCC1=O)C=C(C=C2)C(=O)OC